3-(2-(5-(4-fluorobenzylidene)-3-(4-methoxyphenyl)-4-oxothiazolidine-2-ylidene)hydrazono)-5-fluoro-1H-indol-2-one FC1=CC=C(C=C2C(N(C(S2)=NN=C2C(NC3=CC=C(C=C23)F)=O)C2=CC=C(C=C2)OC)=O)C=C1